C(C1CO1)OCC(=C)C 2-methylallyl glycidyl ether